4-{2-Bromo-8-isopropoxy-[1,2,4]triazolo[1,5-c]pyrimidin-7-yl}-1-(1-ethoxyethyl)pyrazole BrC1=NN2C=NC(=C(C2=N1)OC(C)C)C=1C=NN(C1)C(C)OCC